(R)-2-cyclobutoxy-3-fluoro-4-(8-(3-(methoxymethyl)-4-methylpiperazin-1-yl)-7-methyl-5-oxo-1,3,4,5-tetrahydro-2H-chromeno[3,4-c]pyridine-3-carbonyl)benzoic acid C1(CCC1)OC1=C(C(=O)O)C=CC(=C1F)C(=O)N1CC2=C(CC1)C=1C=CC(=C(C1OC2=O)C)N2C[C@@H](N(CC2)C)COC